N-(8-(4,4-difluoropiperidin-1-yl)-2-methylimidazo[1,2-a]pyrazine-6-yl)-4-iodo-2-(6-azaspiro[2.5]octane-6-yl)benzamide FC1(CCN(CC1)C=1C=2N(C=C(N1)NC(C1=C(C=C(C=C1)I)N1CCC3(CC3)CC1)=O)C=C(N2)C)F